C(C=C)(=O)OC(C(C)S)S(=O)(=O)O acryloxy-2-mercaptopropanesulfonic acid